1-((1-benzyl-1H-tetrazol-5-yl)(pyridin-3-yl)methyl)piperazine C(C1=CC=CC=C1)N1N=NN=C1C(N1CCNCC1)C=1C=NC=CC1